methylbiphenylboronic acid CC1=C(C(=CC=C1)C1=CC=CC=C1)B(O)O